OCCN1CCC(CC1)C(=O)N1[C@@H]2C3=C([C@H](CC1)C2)C=CC(=C3)C3=CC=C(C=C3)S(=O)(=O)C (1-(2-Hydroxyethyl)piperidin-4-yl)((1S,5R)-8-(4-(methylsulfonyl)phenyl)-1,3,4,5-tetrahydro-2H-1,5-methanobenzo[c]azepin-2-yl)methanone